(S)-2-amino-3-methyl-butanoic acid (2R,3R,11bR)-3-isobutyl-9,10-dimethoxy-1,3,4,6,7,11b-hexahydro-2H-pyrido[2,1-a]isoquinoline-2-yl ester C(C(C)C)[C@H]1[C@@H](C[C@H]2N(CCC3=CC(=C(C=C23)OC)OC)C1)OC([C@H](C(C)C)N)=O